3-(5-cyclopropoxy-3-(trifluoromethyl)pyridin-2-yl)-N-(3-methylpyridin-2-yl)-1,2,4-thiadiazol-5-amine C1(CC1)OC=1C=C(C(=NC1)C1=NSC(=N1)NC1=NC=CC=C1C)C(F)(F)F